2-((4-chloro-6-morpholinopyrimidin-2-yl)amino)ethanol ClC1=NC(=NC(=C1)N1CCOCC1)NCCO